2-(4-tert-butylcyclohexyloxy)-1,3-propanediol C(C)(C)(C)C1CCC(CC1)OC(CO)CO